3,7-dimethyloct-6-en-1-yl acrylate C(C=C)(=O)OCCC(CCC=C(C)C)C